Ethyl 6-(2-{[7-(5-methyl-1,2,4-oxadiazol-3-yl)isoquinolin-1-yl]amino}ethyl)-5-oxo-5,6,7,8-tetrahydro-1,6-naphthyridine-3-carboxylate CC1=NC(=NO1)C1=CC=C2C=CN=C(C2=C1)NCCN1C(C=2C=C(C=NC2CC1)C(=O)OCC)=O